4-(bromomethyl)-3-fluoro-2-(methylthio)pyridine BrCC1=C(C(=NC=C1)SC)F